C(C1=CC=CC=C1)OC(CNNC([C@@](CCCC(CS(=O)(=O)CCO)(C)C)(C)C=1C=C(C=CC1)C[C@H](C(=O)OC)C)=O)C methyl (2R)-3-(3-((2R)-1-(2-(2-(benzyloxy)propyl)hydrazineyl)-7-((2-hydroxyethyl)sulfonyl)-2,6,6-trimethyl-1-oxoheptan-2-yl)phenyl)-2-methylpropanoate